(1R)-5-Chloroindan-1-amine ClC=1C=C2CC[C@H](C2=CC1)N